NC1=C(C(=NC=2N1N=C(C2CC)C)NCCC=2C(N(C=CC2)CCCN)=O)C#N 7-amino-5-((2-(1-(3-aminopropyl)-2-oxo-1,2-dihydropyridin-3-yl)ethyl)amino)-3-ethyl-2-methylpyrazolo[1,5-a]pyrimidine-6-carbonitrile